(R)-N-((3S,4S)-8-(7-bromo-5-((2-(trimethylsilyl)ethoxy)methyl)-5H-pyrrolo[2,3-b]pyrazin-3-yl)-3-methyl-2-oxa-8-azaspiro[4.5]dec-4-yl)-2-methylpropan-2-sulfinamide BrC1=CN(C2=NC(=CN=C21)N2CCC1([C@@H]([C@@H](OC1)C)N[S@](=O)C(C)(C)C)CC2)COCC[Si](C)(C)C